ClCC1=CSC2=C1C=NC=C2 3-(chloromethyl)thieno[3,2-c]pyridine